N-[5-[2-chloro-5-[[(3R)-1-methylpyrrolidin-3-yl]methoxy]-4-pyridyl]pyrazolo[1,5-a]pyridin-2-yl]cyclopropanecarboxamide ClC1=NC=C(C(=C1)C1=CC=2N(C=C1)N=C(C2)NC(=O)C2CC2)OC[C@H]2CN(CC2)C